OC(=O)C(F)(F)F.C(C1=CC=CC=C1)OC(CCN)=O 3-aminopropanoic acid benzyl ester TFA salt